N1(CCOCC12CCNCC2)C(=O)OC(C)(C)C tert-butyl 4-oxa-1,9-diazaspiro[5.5]undecane-1-carboxylate